methyl 5-amino-2,4-difluorobenzoate NC=1C(=CC(=C(C(=O)OC)C1)F)F